FC1=CC=C(C=C1)C=1C=C2C=CC(=NC2=CC1)N1CCC(CC1)C(=O)OCC ethyl 1-(6-(4-fluorophenyl)quinolin-2-yl)piperidine-4-carboxylate